2-([1,4]Dioxan-2-ylmethoxy)-9-(2-methoxy-phenyl)-6,7-dihydro-pyrimido[6,1-a]isoquinolin-4-one O1C(COCC1)COC1=NC(N2C(C3=CC=C(C=C3CC2)C2=C(C=CC=C2)OC)=C1)=O